ClC=1C=CC(=C(C1)[C@H](CCN([C@H](C(=O)O)C1=C(C(=C(C=C1)F)C)C1CCN(CC1)CC(F)(F)F)C)N1CCN(CC1)C(C)C)C (S)-2-(((S)-3-(5-chloro-2-methylphenyl)-3-(4-isopropylpiperazin-1-yl)propyl)(methyl)amino)-2-(4-fluoro-3-methyl-2-(1-(2,2,2-trifluoroethyl)piperidin-4-yl)phenyl)acetic acid